1-(trans-4-cyanotetrahydro-2H-pyran-3-yl)-3-[(3,4-diethyl-2-hydroxy-1,2-benzoxaborinin-6-yl)amino]pyrazole-4-carboxamide C(#N)[C@H]1[C@@H](COCC1)N1N=C(C(=C1)C(=O)N)NC=1C=CC2=C(C(=C(B(O2)O)CC)CC)C1